undecanedioic acid mono-tert-butyl ester C(C)(C)(C)OC(CCCCCCCCCC(=O)O)=O